6-(3-Isopropyl-5-((1-(2-(methylsulfonyl)ethyl)pyrrolidin-2-yl)methyl)-1H-indol-2-yl)-7,8-dimethyl-[1,2,4]triazolo[4,3-a]pyridin C(C)(C)C1=C(NC2=CC=C(C=C12)CC1N(CCC1)CCS(=O)(=O)C)C=1C(=C(C=2N(C1)C=NN2)C)C